ClC1=CC(=CC=2N1N=CC2C=2SC(=NN2)C(F)F)S(=O)(=O)NC2(CC2)C#N 7-chloro-N-(1-cyanocyclopropyl)-3-(5-(difluoromethyl)-1,3,4-thiadiazol-2-yl)pyrazolo[1,5-a]pyridine-5-sulfonamide